alpha-chloropropionic acid zinc salt [Zn+2].ClC(C(=O)[O-])C.ClC(C(=O)[O-])C